N1C=C(C2=CC=CC=C12)C=CC(=O)[O-] indole-3-acrylate